6-(5-fluoro-1H-1,3-benzodiazol-1-yl)pyridine-3-carbaldehyde FC1=CC2=C(N(C=N2)C2=CC=C(C=N2)C=O)C=C1